N1=C(C=CC=C1)[C@@H](C)NC(=O)C=1C=2C[C@@H]3[C@H](C2N(N1)C1=C(C=C(C=C1)F)F)C3 (1aR,5aR)-2-(2,4-Difluoro-phenyl)-1a,2,5,5a-tetrahydro-1H-2,3-diaza-cyclopropa[a]pentalene-4-carboxylic acid ((R)-1-pyridin-2-yl-ethyl)-amide